C(C=C)(=O)OC(C)COCC=C α-allyloxymethylethyl acrylate